tert-butyl 3-(5-(4-butoxyphenyl)-1,2,4-oxadiazol-3-yl)-2-(diethoxyphosphoryl)propanoate C(CCC)OC1=CC=C(C=C1)C1=NC(=NO1)CC(C(=O)OC(C)(C)C)P(=O)(OCC)OCC